FC[C@H](N)C(=O)O |r| 3-FLUORO-DL-ALANINE